FC(C1=NC=CC=C1SC=1C=2N(C(=NC1)N1CCC3(CC1)CC=1C(=NC=CC1)[C@H]3N)C=NN2)(F)F (S)-1'-(8-((2-(trifluoromethyl)pyridin-3-yl)thio)-[1,2,4]-triazolo[4,3-c]pyrimidin-5-yl)-5,7-dihydrospiro[cyclopenta[b]pyridin-6,4'-piperidin]-7-amine